4-ethyl-9-(2-carboxyethyl)carbonyloxyanthracene C(C)C1=CC=CC2=C(C3=CC=CC=C3C=C12)OC(=O)CCC(=O)O